4-(m-methylphenoxy)phenylhydrazine hydrochloride Cl.CC=1C=C(OC2=CC=C(C=C2)NN)C=CC1